C1(CCC1)C1=CC=C2C=C(C(NC2=C1F)=O)C(=O)OCC ethyl 7-cyclobutyl-8-fluoro-2-oxo-1,2-dihydroquinoline-3-carboxylate